6-Chloro-1-cyclopropyl-5-fluoro-2-(pyrimidin-5-yl)-1H-benzo[d]imidazol ClC=1C(=CC2=C(N(C(=N2)C=2C=NC=NC2)C2CC2)C1)F